2-acrylamido-N-(3-(3,5-dimethoxyphenethyl)-1H-pyrazol-5-yl)-4-(methyl-(3,3,3-trifluoropropyl)amino)benzamide C(C=C)(=O)NC1=C(C(=O)NC2=CC(=NN2)CCC2=CC(=CC(=C2)OC)OC)C=CC(=C1)N(CCC(F)(F)F)C